[2-(4-hydroxyphenyl)ethoxy]tetrahydro-pyran-3,4,5-triol OC1=CC=C(C=C1)CCOC1OCC(C(C1O)O)O